N1CC(C1)COC1=CC=NC2=CC(=C(C=C12)OC(C)C)C(=O)N 4-(azetidin-3-ylmethoxy)-6-(propan-2-yloxy)quinoline-7-carboxamide